(2-bromopyrimidin-4-yl)cyclobutanol BrC1=NC=CC(=N1)C1(CCC1)O